propylene glycol dilinoleate C(CCCCCCC\C=C/C\C=C/CCCCC)(=O)OCC(C)OC(CCCCCCC\C=C/C\C=C/CCCCC)=O